ClC1=NC=C(C(=N1)C=1C=C2C(=CC(=NC2=C(C1)F)C)C(=C)C)F 6-(2-Chloro-5-fluoropyrimidin-4-yl)-8-fluoro-2-methyl-4-(prop-1-en-2-yl)quinoline